3-amino-2-methylpropanoic acid NCC(C(=O)O)C